7,8-dimethyl-3-phenyl-2-thioxo-2,3-dihydroquinazolin-4(1H)-one CC1=CC=C2C(N(C(NC2=C1C)=S)C1=CC=CC=C1)=O